3-(3-(1,1-dioxo-1,2-thiazetidin-2-yl)-2-fluorobenzyl)-7-((3-fluoropyridin-2-yl)oxy)-4-methyl-2H-chromen-2-one O=S1(N(CC1)C=1C(=C(CC=2C(OC3=CC(=CC=C3C2C)OC2=NC=CC=C2F)=O)C=CC1)F)=O